C(C)(C)(C)OC(=O)NCCCC1=C(C=CC(=C1)F)NC1=C(C(=O)OC)C=C(C=C1)C(F)(F)F methyl 2-((2-(3-((tert-butoxycarbonyl) amino) propyl)-4-fluorophenyl) amino)-5-(trifluoromethyl)-benzoate